ethyl 6-bromo-3-(4-(1-((tert-butoxycarbonyl) amino) ethyl)-4-methylpiperidin-1-yl)-5-methylpyrazine-2-carboxylate BrC1=C(N=C(C(=N1)C(=O)OCC)N1CCC(CC1)(C)C(C)NC(=O)OC(C)(C)C)C